Methyl 2-(chloromethyl)-1-((1-(hydroxymethyl)cyclopropyl)methyl)-1H-benzo[d]imidazole-6-carboxylate ClCC1=NC2=C(N1CC1(CC1)CO)C=C(C=C2)C(=O)OC